CC/C=C\\C[C@H]1[C@@H](CCC1=O)CC(=O)O The molecule is an oxo monocarboxylic acid that is (3-oxocyclopentyl)acetic acid substituted by a (2Z)-pent-2-en-1-yl group at position 2 of the cyclopentane ring. It has a role as a member of jasmonates. It is an oxo monocarboxylic acid and a member of cyclopentanones. It is a conjugate acid of a (+)-jasmonic acid anion. It is an enantiomer of a jasmonic acid.